1,4-diazabicyclo[2.2.2]octane-1,4-diium-1,4-disulfonic acid [N+]12(CC[N+](CC1)(CC2)S(=O)(=O)O)S(=O)(=O)O